FC(C(=O)O)(F)F.CC1=CC(=NC(=C1)N1C[C@@H](NCC1)C)NC1=NNC(=C1)C (S)-4-methyl-N-(5-methyl-1H-pyrazol-3-yl)-6-(3-methylpiperazin-1-yl)pyridin-2-amine trifluoroacetate salt